ClC=1C=C(C=NC1)C=1N=CC=C2C(=C(C=NC12)C(=O)NN1CCOC2=C1C=CC=C2)N2CCOCC2 8-(5-chloro-3-pyridyl)-N-(2,3-dihydro-1,4-benzoxazin-4-yl)-4-morpholino-1,7-naphthyridine-3-carboxamide